OC1=CC(C=CC1(N)N)=C1C=C(C(N)(C=C1)N)O 3,3'-dihydroxy-4,4'-diaminobenzidine